C(=O)O.C(#N)C=1C(=NC=C(C1C1=CC(=C(C=C1)C#N)F)C1=CC(=C(C=C1)OC)O)N1CCC(CC1)N(C)CC1=CC=C(C=C1)/C=C/C(=O)NO (E)-3-(4-(((1-(3-Cyano-4-(4-cyano-3-fluorophenyl)-5-(3-hydroxy-4-methoxyphenyl)pyridin-2-yl)piperidin-4-yl)(methyl)amino)methyl)phenyl)-N-hydroxyacrylamide formate